2-((2S)-4-(7-(3,4-dihydroquinolin-1(2H)-yl)-2-(((S)-1-methylpyrrolidin-2-yl)methoxy)-5,6,7,8-tetrahydroquinazolin-4-yl)piperazin-2-yl)acetonitrile N1(CCCC2=CC=CC=C12)C1CCC=2C(=NC(=NC2C1)OC[C@H]1N(CCC1)C)N1C[C@@H](NCC1)CC#N